FC1=C(C(=O)O)C(=CC(=C1)CC(C)C)N1CC(N(CC1)CC=1N=NC=CC1)CF 2-fluoro-6-(3-(fluoromethyl)-4-(pyridazin-3-ylmethyl)piperazin-1-yl)-4-isobutylbenzoic acid